3-(4-(3,4-difluoro-2-(trifluoromethyl)-phenyl)piperidine-1-carbonyl)-1,4,6,7-tetrahydro-5H-pyrazolo[4,3-c]pyridine-5-carbonitrile FC=1C(=C(C=CC1F)C1CCN(CC1)C(=O)C1=NNC2=C1CN(CC2)C#N)C(F)(F)F